OC[C@H]1OC=C[C@@H]1O (2r,3s)-2-(hydroxymethyl)-2,3-dihydrofuran-3-ol